(dimethylamino)trimethyltin (IV) CN(C)[Sn](C)(C)C